NC1=CC(=C(N=N1)N1C(CCC1)=O)OC 1-(6-Amino-4-methoxy-pyridazin-3-yl)pyrrolidin-2-one